NC(C[C@H](C(C1=CC=CC=C1)=O)NC(OCCCCCC)=O)=O hexyl (R)-(4-amino-1,4-dioxo-1-phenylbutan-2-yl)carbamate